octahydro-1H-indole N1CCC2CCCCC12